ClC1=CC=C(C(=O)NC(C)C2=NC=3CCCN(C3C=C2)C(C2=NC=CC(=C2)C2CC2)=O)C=C1 4-chloro-N-(1-(5-(4-cyclopropylpicolinoyl)-5,6,7,8-tetrahydro-1,5-naphthyridin-2-yl)ethyl)benzamide